(E)-3-(2-fluoro-4-((1s,4r)-4-pentylcyclohexyl)phenyl)-2-methylacrylic acid FC1=C(C=CC(=C1)C1CCC(CC1)CCCCC)/C=C(/C(=O)O)\C